FC1([C@H]2CC=3C(=NN(C3C[C@]21C)C2OCCCC2)C=2NC1=CC(=CC=C1C2)N(C(OCC2=CC=CC=C2)=O)C)F benzyl N-{2-[(4aS,5aR)-5,5-difluoro-5a-methyl-1-(oxan-2-yl)-4H,4aH,6H-cyclopropa[f]indazol-3-yl]-1H-indol-6-yl}-N-methylcarbamate